D-2-butoxy-7-(4-(morpholinomethyl)benzyl)imidazo[2,1-f][1,2,4]triazin-4-amine C(CCC)OC1=NN2C(C(=N1)N)=NC=C2CC2=CC=C(C=C2)CN2CCOCC2